C1(CC1)C12CNC(C1)C2 4-cyclopropyl-2-azabicyclo[2.1.1]Hexane